CC(C(=O)O[C@H]1[C@](O[C@H]([C@H]1OC(C(C)C)=O)COC(C(C)C)=O)(C#N)C1=CC=C2C(=NC=NN21)N)C |&1:8| (2R,3R,4R,SR)-2-(4-aminopyrrolo[2,1-f][1,2,4]triazin-7-yl)-2-cyano-5-((isobutyryloxy)methyl)tetrahydrofuran-3,4-diyl bis(2-methylpropanoate)